NC=1C(=C(C=C2C=C(N=CC12)NC(=O)[C@@H]1[C@H]([C@H]1C)C=1C=NN(C1)CC(F)F)C=1C=NC=CC1C)F (1S,2S,3R)-N-(8-amino-7-fluoro-6-(4-methylpyridin-3-yl)isoquinolin-3-yl)-2-(1-(2,2-difluoroethyl)-1H-pyrazol-4-yl)-3-methylcyclopropane-1-carboxamide